1-isopropyl-8-(6-((2-(4-methoxypiperidin-1-yl)ethoxy)methyl)pyridin-3-yl)-3-methyl-1H-imidazo[4,5-c]cinnolin-2(3H)-one C(C)(C)N1C(N(C=2N=NC=3C=CC(=CC3C21)C=2C=NC(=CC2)COCCN2CCC(CC2)OC)C)=O